Germolene [GeH]1=CCCC1